N-(2-chloro-5-(3-cyano-4-((3-phenyloxetan-3-yl)amino)quinolin-6-yl)pyridin-3-yl)methanesulfonamide ClC1=NC=C(C=C1NS(=O)(=O)C)C=1C=C2C(=C(C=NC2=CC1)C#N)NC1(COC1)C1=CC=CC=C1